FC=1C=C(C(=C2C=C(N(C12)C(=O)OC(C)(C)C)S(N(C)C12CC(C1)(C2)F)(=O)=O)C2=NC=C(C=N2)F)C(F)(F)F tert-butyl 7-fluoro-2-(N-(3-fluorobicyclo[1.1.1]pentan-1-yl)-N-methylsulfamoyl)-4-(5-fluoropyrimidin-2-yl)-5-(trifluoromethyl)-1H-indole-1-carboxylate